(2R,3S,5R)-5-[6-[bis(isopropoxycarbonyl)amino]-2-fluoro-9H-purin-9-yl]-2-ethynyl-2-(((4-methylbenzoyl)oxy)methyl)-tetrahydrofuran-3-yl 4-methylbenzoate CC1=CC=C(C(=O)O[C@@H]2[C@](O[C@H](C2)N2C3=NC(=NC(=C3N=C2)N(C(=O)OC(C)C)C(=O)OC(C)C)F)(COC(C2=CC=C(C=C2)C)=O)C#C)C=C1